C(C1=CC=CC=C1)NC(=O)C1CNCCC1 N-benzylpiperidine-3-carboxamide